4-[[4-[(6-oxo-3-pyrazol-1-ylpyridazin-1-yl)methyl]piperidin-1-yl]methyl]benzonitrile O=C1C=CC(=NN1CC1CCN(CC1)CC1=CC=C(C#N)C=C1)N1N=CC=C1